((cis)-3-(5-chloro-2-cyanophenyl)cyclobutyl)-1-(1-(2-(methylthio)pyrimidin-5-yl)Ethyl)-1H-1,2,3-triazole-4-carboxamide ClC=1C=CC(=C(C1)[C@H]1C[C@H](C1)C1=C(N=NN1C(C)C=1C=NC(=NC1)SC)C(=O)N)C#N